N2-(2-chloropyridin-4-yl)-N4-isopropyl-6-phenyl-1,3,5-triazine-2,4-diamine ClC1=NC=CC(=C1)NC1=NC(=NC(=N1)NC(C)C)C1=CC=CC=C1